6-oxospiro[3.5]nonane-7-carboxylic acid methyl ester COC(=O)C1C(CC2(CCC2)CC1)=O